C1(=NC=CC2=CC=CC=C12)COC1=CC=CC(=N1)C1CCN(CC1)CC1=NC2=C(N1C[C@H]1OCC1)C=C(C=C2)C(=O)OC(C)(C)C Tert-butyl (S)-2-((4-(6-(isoquinolin-1-ylmethoxy) pyridin-2-yl) piperidin-1-yl) methyl)-1-(oxetan-2-ylmethyl)-1H-benzo[d]imidazole-6-carboxylate